(S)-8-(2-amino-6-((R)-1-(3',4'-dimethyl-3-(3-methyl-1H-pyrazol-1-yl)-[1,1'-biphenyl]-4-yl)-2,2,2-trifluoroethoxy)pyrimidin-4-yl)-2,8-diazaspiro[4.5]decane-3-carboxylic acid NC1=NC(=CC(=N1)N1CCC2(C[C@H](NC2)C(=O)O)CC1)O[C@@H](C(F)(F)F)C1=C(C=C(C=C1)C1=CC(=C(C=C1)C)C)N1N=C(C=C1)C